tertiary butylaminoacetyl chloride C(C)(C)(C)NCC(=O)Cl